ClC=1C(=CC(=NC1)NC=1SC=CN1)C=1C=C2N(C[C@@H](N(C2=O)CC2=C(C=CC(=C2)F)CO)COC)C1 (R)-7-(5-chloro-2-(thiazol-2-ylamino)pyridin-4-yl)-2-(5-fluoro-2-(hydroxymethyl)benzyl)-3-(methoxymethyl)-3,4-dihydropyrrolo[1,2-a]pyrazine-1(2H)-one